bromophthalic acid BrC1=C(C(C(=O)O)=CC=C1)C(=O)O